IC=1C=NN(C1C)CC1(CCCCCCC1)CCCOC D-4-iodo-1-[[1-(3-methoxypropyl)cyclooctyl]methyl]-5-methyl-pyrazole